4-bromo-[1,1'-biphenyl]-2-carbonitrile BrC=1C=C(C(=CC1)C1=CC=CC=C1)C#N